C(CCC(=O)OCCl)(=O)OC(COC(CCCCCCC\C=C/CCCCCCCC)=O)COC(CCCCCCC\C=C/CCCCCCCC)=O 1,3-Bis(((Z)-octadec-9-enoyl)oxy)propan-2-yl (chloromethyl) succinate